3-Cyclopentyl-1-{5-ethynyl-2-[(2-methyl-1,3-dihydroisoindol-4-yl)amino]pyrido[2,3-d]pyrimidin-7-yl}urea C1(CCCC1)NC(NC=1C=C(C2=C(N=C(N=C2)NC2=C3CN(CC3=CC=C2)C)N1)C#C)=O